1-bromo-4-nitro-2-((trifluoromethyl)sulfonyl)benzene BrC1=C(C=C(C=C1)[N+](=O)[O-])S(=O)(=O)C(F)(F)F